CC1=C(C=C(C(=O)N)C=C1)OCC=1C=NC=C(C1)C1=NC=CC=N1 4-methyl-3-{[5-(pyrimidin-2-yl)pyridin-3-yl]methoxy}benzamide